C(=C)[SiH](OCCOC)C1=C(C=CC=C1)C vinyl-tolyl-(2-methoxy-ethoxy)silane